O(P(O)(=O)OP(=O)(O)OP(=O)(O)O)C[C@]1(O[C@H]([C@@H]([C@@H]1O)O)N1C=C(C2=C1N=CNC2=O)F)F ((2S,3S,4R,5R)-2-fluoro-5-(5-fluoro-4-oxo-3,4-dihydro-7H-pyrrolo[2,3-d]pyrimidin-7-yl)-3,4-dihydroxytetrahydrofuran-2-yl)methyl tetrahydrogen triphosphate